4-((E)-((E)-3-bromo-4-((E)-3-(4-bromophenyl)acryloyloxy)-5-methoxybenzylidene)amino)benzoic acid BrC=1C=C(\C=N\C2=CC=C(C(=O)O)C=C2)C=C(C1OC(\C=C\C1=CC=C(C=C1)Br)=O)OC